OC1(C2=CC=CC=C2C=2C=CC=CC12)C(=O)N[C@H](C(=O)N[C@H](C[C@H]1C(NCC1)=O)C(C(=O)NC)=O)CC(C)C 9-hydroxy-N-((S)-4-methyl-1-(((R)-4-(methylamino)-3,4-dioxo-1-((S)-2-oxopyrrolidin-3-yl)butan-2-yl)amino)-1-oxopentan-2-yl)-9H-fluorene-9-carboxamide